tertbutyl (2S,6R)-2,6-dimethylpiperazine-1-carboxylate C[C@@H]1N([C@@H](CNC1)C)C(=O)OC(C)(C)C